N1=CC=NC2=CC(=CC=C12)C=C1N=CNC1=O 4-(quinoxalin-6-ylmethylene)-1H-imidazol-5-one